O1COC2=C1C=CC(=C2)C2=NN(C1=C2C=NC=2C=CC=CC12)C1=CC(=C(C=C1)C)C 3-(2H-1,3-benzodioxol-5-yl)-1-(3,4-dimethylphenyl)-1H-pyrazolo[4,3-c]quinoline